[Ti].N1CCCC1.N1CCCC1.N1CCCC1.N1CCCC1 tetrapyrrolidine titanium